tri(bromophenyl)triazine (E)-Methyl-3-(3-(((5,8-dioxo-5,8-dihydroquinolin-6-yl)amino)methyl)phenyl)acrylate COC(\C=C\C1=CC(=CC=C1)CNC=1C(C=2C=CC=NC2C(C1)=O)=O)=O.BrC1=C(C=CC=C1)C1=C(C(=NN=N1)C1=C(C=CC=C1)Br)C1=C(C=CC=C1)Br